ClC1=NC2=C(C(=C(N=C2C(=C1[N+](=O)[O-])NC1C2CN(C1C2)C(=O)[O-])Cl)Cl)Cl 5-((2,6,7,8-tetrachloro-3-nitro-1,5-naphthyridin-4-yl)amino)-2-azabicyclo[2.1.1]hexane-2-carboxylate